tert-Butyl 4-[1-[(3-bromophenyl)methyl]-2-ethoxy-2-oxo-ethyl]piperidine-1-carboxylate BrC=1C=C(C=CC1)CC(C(=O)OCC)C1CCN(CC1)C(=O)OC(C)(C)C